CN1N=CC=2CCC(CC12)N 1-methyl-4,5,6,7-tetrahydro-1H-indazol-6-ylamine